C1(=CC=CC2=CC=CC=C12)C(=O)OC1=C(C=C(C=C1)C)OCC 2-ethoxy-4-methylphenyl 1-naphthoate